BrCCCCCCCC 1-bromooctane